ClC1=C(C=2N=C(N=C(C2C(=N1)OC)N1C[C@H]2CC[C@@H](C1)C2=O)SC)F (1R,5S)-3-(7-chloro-8-fluoro-5-methoxy-2-(methylthio)pyrido[4,3-d]pyrimidin-4-yl)-8-oxo-3-azabicyclo[3.2.1]octane